ethyl 2-(4-((tert-butoxycarbonyl)-amino)phenyl)-piperidine-3-carboxylate C(C)(C)(C)OC(=O)NC1=CC=C(C=C1)C1NCCCC1C(=O)OCC